C(CCCCCCCCCCCCCCC)[N+]1=C(C(=CC=C1)CC)C 1-(1-hexadecyl)-2-methyl-3-ethylpyridinium